FC1=C(CN2N=C3C(=CC=CC3=C2)C(=O)N)C=C(C=C1)C(=O)N1CCN(CC1)C1=NC=C(C=N1)C(F)(F)F 2-(2-fluoro-5-(4-(5-(trifluoromethyl)pyrimidin-2-yl)piperazine-1-carbonyl)benzyl)-2H-indazole-7-carboxamide